2-(((6-(4-(2-hydroxyethyl)piperazin-1-yl)hexanoyl)oxy)methyl)propane-1,3-diyl ditetradecanoate C(CCCCCCCCCCCCC)(=O)OCC(COC(CCCCCCCCCCCCC)=O)COC(CCCCCN1CCN(CC1)CCO)=O